1-tert-butyl 4-methyl (2R)-2-methyl-4-(2-methylprop-2-en-1-yl)piperidine-1,4-dicarboxylate C[C@H]1N(CCC(C1)(C(=O)OC)CC(=C)C)C(=O)OC(C)(C)C